OC1(CC(C1)C(=O)N1CC2(C1)CC(C2)OC2=NC(=C(C=C2)C(F)(F)F)C)C ((1s,3s)-3-Hydroxy-3-methylcyclobutyl)(6-((6-methyl-5-(trifluoromethyl)pyridin-2-yl)oxy)-2-azaspiro[3.3]heptan-2-yl)methanon